N1CC12CCNCCC2 1,6-diazaspiro[2.6]nonane